BrC=1C=CC(=NC1)CN1CCN(CC1)C1=CC=C(C(=N1)C(C)C)C=1C=C(C(N(C1)C)=O)C 5-[6-[4-[(5-bromo-2-pyridyl)methyl]piperazin-1-yl]-2-isopropyl-3-pyridyl]-1,3-dimethyl-pyridin-2-one